Cl.CNC=1C=C(C(=NC1)N)C(F)(F)F N5-methyl-3-(trifluoromethyl)pyridine-2,5-diamine hydrochloride